bismuth heptanedione CC(C(CCCC)=O)=O.[Bi]